FC=1C(=NC(=NC1)NC1=CC=C(C=C1)N1CCOCC1)NC=1C=C(C(=O)NN)C=CC1 3-((5-fluoro-2-((4-morpholinylphenyl)amino)pyrimidin-4-yl)amino)benzoyl-hydrazine